FC(C)F 1,1-difluoro-ethane